OC=1C=C(C=CC1O)C=CC(=O)C1=C(C=C(C=C1)OC)OC 3-(3,4-Dihydroxyphenyl)-1-(2,4-dimethoxyphenyl)prop-2-en-1-one